Ethyl 2-(5-fluoro-3,4-dihydro-2H-1-benzopyran-4-yl)acetate FC1=CC=CC2=C1C(CCO2)CC(=O)OCC